C(C)(C)(C)OC(=O)N1CC(C1)OC1=NC=C(C=C1)I 3-((5-iodopyridin-2-yl)oxy)azetidine-1-carboxylic acid tert-butyl ester